3-(methylaminomethyl)benzonitrile CNCC=1C=C(C#N)C=CC1